4-(3-(3-((Cyclobutylamino)methyl)azetidin-1-carbonyl)-4-fluorobenzyl)phthalazin-1(2H)-on Hydrochlorid Cl.C1(CCC1)NCC1CN(C1)C(=O)C=1C=C(CC2=NNC(C3=CC=CC=C23)=O)C=CC1F